CC1(N(CC1)C1=CC2=C(C=C(O2)C(=O)OCC)C(=C1)F)C ethyl 6-(2,2-dimethylazetidin-1-yl)-4-fluoro-benzofuran-2-carboxylate